COC(=O)C1=CNC(C(=C1NC1=C(C=C(C=C1)I)F)F)=O 5-fluoro-4-(2-fluoro-4-iodoanilino)-6-Oxopyridine-3-carboxylic acid methyl ester